1-(tert-butylsulfinyl)-3,3-difluoro-1-azaspiro[3.5]nonan-7-one oxime C(C)(C)(C)S(=O)N1CC(C12CCC(CC2)=NO)(F)F